ClC1=NC(=NC(=C1OC)N1CCOCC1)NC1=NNC2=CC(=CC=C12)[C@@H]1C[C@@]12C(NC1=CC=C(C=C21)OC)=O (1R,2S)-2-(3-[[4-chloro-5-methoxy-6-(morpholin-4-yl)pyrimidin-2-yl]amino]-1H-indazol-6-yl)-5'-methoxy-1'H-spiro[cyclopropan-1,3'-indol]-2'-one